water sodium manganese [Mn].[Na].O